(3S,4R)-4-((5-Chloro-4-(7-fluoro-2-methyl-2',3',5',6'-tetrahydrospiro[indole-3,4'-Pyran]-5-yl)pyrimidin-2-yl)amino)tetrahydro-2H-pyran-3-ol ClC=1C(=NC(=NC1)N[C@H]1[C@@H](COCC1)O)C=1C=C2C(=C(C1)F)N=C(C21CCOCC1)C